Amino-Silver N[Ag]